O=C1C(NC(N([C@]2([C@H](O)[C@H](O)[C@@H](CO)O2)C)C1)=O)=O 5-oxo-methyl-uridine